2-(4-Carbamoylphenyl)-2-methylpropionic acid methyl ester COC(C(C)(C)C1=CC=C(C=C1)C(N)=O)=O